C(C)(=O)N1CCN(CC1)C=1C=CC(=NC1)C(=O)NC=1SC=C(N1)C1=C(C=CC=C1)Cl 5-(4-acetylpiperazin-1-yl)-N-(4-(2-chlorophenyl)thiazol-2-yl)picolinamide